(4-(((8-methoxyquinazolin-yl)amino)methyl)phenyl)phosphonic Acid COC=1C=CC=C2C=NC(=NC12)NCC1=CC=C(C=C1)P(O)(O)=O